trans-methyl 4-[[3-[4-[2-(2-amino-3-pyridyl)-6-bromo-imidazo[4,5-b]pyridin-3-yl]phenyl]azetidin-1-yl]methyl]cyclohexanecarboxylate NC1=NC=CC=C1C1=NC=2C(=NC=C(C2)Br)N1C1=CC=C(C=C1)C1CN(C1)C[C@@H]1CC[C@H](CC1)C(=O)OC